4-chloro-10-(1-(4-hydroxybutyl)piperidin-4-yl)-7,7-dimethylindolo[1,2-a]quinazolin-5(7H)-one ClC=1C=2C(N=C3N(C2C=CC1)C1=CC(=CC=C1C3(C)C)C3CCN(CC3)CCCCO)=O